CN1N=C(C(=C1C)C=1C=NN2C1C=C(C=C2)C=2OC=C(N2)C(=O)OCC)C(F)(F)F ethyl 2-[3-[1,5-dimethyl-3-(trifluoromethyl)pyrazol-4-yl]pyrazolo[1,5-a]pyridin-5-yl]oxazole-4-carboxylate